NC1(CC(NC1)C(=O)[O-])C(=O)[O-] 4-aminopyrrolidine-2,4-dicarboxylate